2,6-dihydroxy-3'-methyl-N-(2-oxopropyl)-4-pentyl-[1,1'-biphenyl]-3-sulfonamide OC1=C(C(=CC(=C1S(=O)(=O)NCC(C)=O)CCCCC)O)C1=CC(=CC=C1)C